COC([C@@H](CO)N(CC1=CC=CC=C1)CC1=CC=CC=C1)=O (2R)-(dibenzylamino)-3-hydroxypropionic acid methyl ester